(R)-4-(4-(1-(1-(2,6-dichloro-3-cyclopropylphenyl)ethyl)-1H-[1,2,3]triazolo[4,5-c]pyridin-6-yl)-1-methyl-1H-pyrazol-5-yl)morpholine ClC1=C(C(=CC=C1C1CC1)Cl)[C@@H](C)N1N=NC=2C=NC(=CC21)C=2C=NN(C2N2CCOCC2)C